FC=1C=C2C=CNC2=CC1N1C(NC(CC1)=O)=O 1-(5-fluoro-1H-indol-6-yl)dihydropyrimidine-2,4(1H,3H)-dione